Methyl 6-(benzylthio)-8-chloroimidazo[1,5-a]pyridine-3-carboxylate C(C1=CC=CC=C1)SC=1C=C(C=2N(C1)C(=NC2)C(=O)OC)Cl